ClC=1C(=C2CCCCN2C1C(C(=O)NC1(CC1)CO)=O)C(=O)NC1=CC(=C(C=C1)F)C 2-chloro-N-(4-fluoro-3-methylphenyl)-3-(2-((1-(hydroxymethyl)cyclopropyl)amino)-2-oxoacetyl)-5,6,7,8-tetrahydroindolizine-1-carboxamide